(S)-N-((5,7-difluoro-3-methylbenzo[b]thiophene-2-yl)methylene)-2-methylpropane-2-sulfinamide FC1=CC2=C(SC(=C2C)C=N[S@@](=O)C(C)(C)C)C(=C1)F